C(C)(C)(C)OC(=O)NC1CN(C1)C(=O)O[C@@H]1CC[C@H](CC1)C(N(C[C@@H]1CC[C@H](CC1)C1=CC(=C(C=C1)OC)C)C1=CC(=CC=C1)C=1C=NN(C1)C1CC1)=O trans-4-((3-(1-Cyclopropyl-1H-pyrazol-4-yl)phenyl)((trans-4-(4-methoxy-3-methylphenyl)cyclohexyl)methyl)carbamoyl)-cyclohexyl 3-((tert-butoxycarbonyl)amino)azetidine-1-carboxylate